FC(=CCC/C(=C/CC/C(=C/CC1=C(C(=C(C(=C1C)O)OC)OC)O)/C)/C)F 2-((2E,6E)-11,11-difluoro-3,7-dimethylundec-2,6,10-trien-1-yl)-5,6-dimethoxy-3-methylbenzene-1,4-diol